9-(5-(6-ethoxy-1H-pyrazolo[3',4':3,4]pyrazolo[1,5-a]pyridin-4-yl)pyridin-2-yl)-3,9-diazaspiro[5.5]undecane-3-carboxylic acid tert-butyl ester C(C)(C)(C)OC(=O)N1CCC2(CC1)CCN(CC2)C2=NC=C(C=C2)C=2C=1N(C=C(C2)OCC)N=C2C1C=NN2